N1(C=NC=C1)CC1=CC=C(C=C1)C1=C(C(=CC=C1)C1C(NC(CC1)=O)=O)Cl 3-(4'-((1H-imidazol-1-yl)methyl)-2-chloro-[1,1'-biphenyl]-3-yl)piperidine-2,6-dione